CC(=O)N[C@@H]1[C@H](C[C@@](O[C@H]1[C@@H]([C@@H](CO)O)O)(C(=O)O)O[C@@H]2[C@H]([C@@H](O[C@@H]([C@@H]2O[C@H]3[C@@H]([C@H]([C@H]([C@H](O3)CO)O)O)NC(=O)C)CO)O[C@@H]4[C@H]([C@@H](O[C@@H]([C@H]4O)CO)O[C@@H]5[C@H]([C@@H](O[C@@H]([C@@H]5O[C@H]6[C@@H]([C@H]([C@H]([C@H](O6)CO)O)O[C@H]7[C@@H]([C@H]([C@H]([C@H](O7)CO)O)O)O)NC(=O)C)CO)O[C@@H]8[C@H](O[C@H]([C@@H]([C@H]8O)O)O)CO)O)NC(=O)C)O)O The molecule is a member of the class of neuraminic acids that is neuraminic acid attached in sequence to beta-D-galactopyranosyl, 2-acetamido-2-deoxy-beta-D-glucopyranosyl, beta-D-galactopyranosyl, and beta-D-glucopyranosyl, residues by (2->3), (1->3), (1->3) and (1->4) glycosidic linkages. The galactosyl residue attached to the neuraminic acid is glycosylated at position 4 by a beta-D-acetamidogalactosyl residue, while the other galactosiyl residue has been glycosylated at position 4 by a beta-D-galactopyranosyl-(1->3)-2-acetamido-beta-D-galactopyranosyl residue. It is a member of neuraminic acids and an octasaccharide derivative. It derives from a beta-D-GalpNAc-(1->4)-[beta-D-GalpNAc-(1->4)-[alpha-Neup5Ac-(2->3)]-beta-D-Galp-(1->3)-beta-D-GlcpNAc-(1->3)]-beta-D-Galp-(1->4)-beta-D-Glcp.